P(=O)([O-])(F)F.[Li+].C(C(=C)C)(=O)OC1=CC=C(C=C1)C1=C2NC(=C1)C=C1C=CC(=N1)C=C1C=CC(N1)=CC=1C=CC(N1)=C2 [4-(methacryloyloxy)phenyl]porphyrin Lithium difluorophosphate